4-iodobutane-1-sulfonic acid anion ICCCCS(=O)(=O)[O-]